N,N-dimethyl-4-[(5S)-3-oxo-5-phenyl-6,7-dihydro-3H-pyrrolo[2,1-c][1,2,4]triazol-2(5H)-yl]benzene-1-sulfonamide CN(S(=O)(=O)C1=CC=C(C=C1)N1N=C2N(C1=O)[C@@H](CC2)C2=CC=CC=C2)C